1-(3-((4-ethylphenyl)sulfonyl)-6-methoxyquinolin-4-yl)-4-phenylpiperidin-4-ol C(C)C1=CC=C(C=C1)S(=O)(=O)C=1C=NC2=CC=C(C=C2C1N1CCC(CC1)(O)C1=CC=CC=C1)OC